C1(CC1)C1=C(CNC2=NN(C=C2C(C)NC2CCN(CC2)C=2C(=NC=CC2C(F)F)OC)C)C=CC=C1 {1-[3-(2-Cyclopropyl-benzylamino)-1-methyl-1H-pyrazol-4-yl]-ethyl}-(4'-difluoromethyl-2'-methoxy-3,4,5,6-tetrahydro-2H-[1,3']bipyridinyl-4-yl)-amine